tris(2-propenoxyethyl) phosphate P(=O)(OCCOC=CC)(OCCOC=CC)OCCOC=CC